FC1=C2CNC(C2=C(C=C1OC)C)C 4-fluoro-5-methoxy-1,7-dimethylisoindolin